2-cyanopyridine hydrochloride Cl.C(#N)C1=NC=CC=C1